ClCCC[C@@H](C=1C=NC=CC1)N[S@@](=O)C(C)(C)C (S)-N-((S)-4-chloro-1-(3-pyridinyl)butyl)-2-methyl-2-propanesulfinamide